N(=C=O)C1=CC=C(C=C1)OP(=S)(OC1=CC=C(C=C1)N=C=O)OC1=CC=C(C=C1)N=C=O tris-(4-isocyanatophenyl)thiophosphate